N,3-dimethyl-6-[(1-methylcyclopropyl)sulfamoyl]-2-oxo-benzimidazole-1-carboxamide CNC(=O)N1C(N(C2=C1C=C(C=C2)S(NC2(CC2)C)(=O)=O)C)=O